FC1=C(CN(C(OCC)=O)C=2SC(=C(C2C(NC2=NC=C(C=C2)NS(=O)(=O)CC)=O)CN(C)C)C2=CC=C(C=C2)[N+](=O)[O-])C(=CC=C1)F Ethyl 2,6-difluorobenzyl(4-((dimethylamino)methyl)-3-((5-(N-methylmethanesulfonylamino)pyridin-2-yl)carbamoyl)-5-(4-nitrophenyl)thiophen-2-yl)carbamate